C(C(=C)C)(=O)OCCN(C(C)C)C(C)C N,N-Diisopropylaminoethyl Methacrylate